N-(2-((1r,3r,5r,7r)-adamantan-2-ylamino)ethyl)-5-cyclopropyl-1-(2,4-dichlorophenyl)-4-methyl-1H-pyrazole-3-carboxamide C12C(C3CC(CC(C1)C3)C2)NCCNC(=O)C2=NN(C(=C2C)C2CC2)C2=C(C=C(C=C2)Cl)Cl